C(C)(C)(C)N(C(O)=O)C1(CC1)CNC1=CC=C(C=C1)Br.FC(OC1=CC=C(C=C1)S(=O)(=O)N[C@H]1C[C@@H](C=2C=NNC2C1)C(F)(F)F)(F)F 4-(trifluoromethoxy)-N-((4s,6s)-4-(trifluoromethyl)-4,5,6,7-tetrahydro-1H-indazol-6-yl)benzenesulfonamide tert-butyl(1-(((4-bromophenyl)amino)methyl)cyclopropyl)-carbamate